8-bromo-2-(4-cyclopropyl-6-methoxypyrimidin-5-yl)-6-(methylthio)-7-(tetrahydro-2H-pyran-2-yl)-7H-purine BrC1=NC2=NC(=NC(=C2N1C1OCCCC1)SC)C=1C(=NC=NC1OC)C1CC1